FC1=C(C=C2C(=NN(C2=C1)C1OCCCC1)C=C)C=1C(=NN(C1O)C)COC 4-(6-fluoro-1-(tetrahydro-2H-pyran-2-yl)-3-vinyl-1H-indazol-5-yl)-3-(methoxymethyl)-1-methyl-1H-pyrazol-5-ol